4-(1-Methyl-5-(5-(4-(oxetan-3-yl)piperazin-1-yl)pyridin-2-ylamino)-6-oxo-1,6-dihydropyridin-3-yl)-2-(1-oxo-6,7,8,9-tetrahydropyrazino[1,2-a]indol-2(1H)-yl)nicotinaldehyde CN1C=C(C=C(C1=O)NC1=NC=C(C=C1)N1CCN(CC1)C1COC1)C1=CC=NC(=C1C=O)N1C(C=2N(C=3CCCCC3C2)C=C1)=O